7-bromo-2-chloro-N-(thiophen-2-ylmethyl)pyrrolo[2,1-f][1,2,4]triazin-4-amine BrC1=CC=C2C(=NC(=NN21)Cl)NCC=2SC=CC2